COC1=CC=C(CNC(=O)[C@H]2N([C@H]3C[C@]3(C2)C)C(CNC(C2=CC=C(C=C2)OC2=CC=CC=C2)=O)=O)C=C1 (1S,3S,5S)-N-(4-methoxybenzyl)-5-methyl-2-((4-phenoxybenzoyl)glycyl)-2-azabicyclo[3.1.0]hexane-3-carboxamide